N1(CCOCC1)C1=CC=C(C=N1)NC=1N=CC2=C(N1)C(=NC=C2)C=2C=C(C=CC2)NC(C(=C)C)=O N-(3-(2-((6-morpholinylpyridin-3-yl)amino)pyrido[3,4-d]pyrimidin-8-yl)phenyl)methacrylamide